C(#N)C1=CC=C(C=C1)C1=C(N=NN1CC1=CC=C(C=C1)F)C#N 5-(4-cyanophenyl)-1-(4-fluorobenzyl)-1H-1,2,3-triazole-4-carbonitrile